2-acetyl-propane-1,2,3-tricarboxylic acid C(C)(=O)C(CC(=O)O)(CC(=O)O)C(=O)O